C(C)C=1C=C(C=CC1OC=1C2=C(N=CN1)NC=C2)N2C(N(CC2=O)C2=CC(=CC=C2)OC(F)(F)F)=O 3-[3-ethyl-4-(7H-pyrrolo[2,3-d]pyrimidin-4-yloxy)phenyl]-1-[3-(trifluoromethoxy)phenyl]-2,4-imidazolidinedione